NCC1=CC=C(C=C1)NC(C1=CC=C(C(=O)NC2=CC=C(C=C2)C=2CNCC2)C=C1)=O N-(4-aminomethyl-phenyl)-N'-[4-(2,5-dihydro-1H-pyrrol-3-yl)-phenyl]-terephthalamide